(2-chlorophenyl)-(1-hydroxy-7-phenyl-2,3,1-benzodiazaborinin-2-yl)methanone ClC1=C(C=CC=C1)C(=O)N1B(C2=C(C=N1)C=CC(=C2)C2=CC=CC=C2)O